4-(methacryloyloxy)phenyldimethylsulfonium methylsulfate COS(=O)(=O)[O-].C(C(=C)C)(=O)OC1=CC=C(C=C1)[S+](C)C